3-(3-fluoro-4-(2-(pyrrolidin-1-yl)ethoxy)phenyl)-1-(isoquinolin-1-yl)-1H-1,2,4-triazole-3,5-diamine FC=1C=C(C=CC1OCCN1CCCC1)C1(NN(C(=N1)N)C1=NC=CC2=CC=CC=C12)N